(1-(2-amino-3-methylpyridin-4-yl)-1H-imidazol-4-yl)-N-(1-((1-methyl-1H-imidazol-4-yl)sulfonyl)piperidin-4-yl)-5-(trifluoromethyl)pyrimidin-2-amine NC1=NC=CC(=C1C)N1C=NC(=C1)C1=NC(=NC=C1C(F)(F)F)NC1CCN(CC1)S(=O)(=O)C=1N=CN(C1)C